1-((1s,1as,6bs)-5-((7-oxo-5,6,7,8-tetrahydro-1,8-naphthyridin-4-yl)oxy)-1a,6b-dihydro-1H-cycloprop[b]benzofuran-1-yl)-3-(2,4,5-trifluorophenyl)urea O=C1CCC=2C(=CC=NC2N1)OC=1C=CC2=C([C@@H]3[C@H](O2)[C@H]3NC(=O)NC3=C(C=C(C(=C3)F)F)F)C1